O-butyl carbonate C(OCCCC)([O-])=O